N-(4-((4-ethylpiperazin-1-yl)methyl)-3-(trifluoromethyl)phenyl)-4-methyl-3-(pyridin-3-ylethynyl)benzamide C(C)N1CCN(CC1)CC1=C(C=C(C=C1)NC(C1=CC(=C(C=C1)C)C#CC=1C=NC=CC1)=O)C(F)(F)F